C(C1=CC=CC=C1)N1CCC=C(C1)OC1CN(C1)C(=O)OC(C)(C)C tert-Butyl 3-[(1-benzyl-3,6-dihydro-2H-pyridin-5-yl)oxy]azetidine-1-carboxylate